C(C)(C)(C)OC(=O)N1C(CN(CC1)C1=NC(=NC=2CC3(CCC12)CSCC1=CC=CC=C13)Cl)CC#N 4-(2'-chloro-5',8'-dihydro-6'H-spiro[isothiochromane-4,7'-quinazoline]-4'-yl)-2-(cyanomethyl)piperazine-1-carboxylic acid tert-butyl ester